lithium heptamethylenediamine NCCCCCCCN.[Li]